CC1=C(C(=C(C(=C1C(=O)O)O)C)O)C The molecule is a member of the class of dihydroxybenzoic acids that is o-orsellinic acid carrying two additional methyl substituents at positions 3 and 5. It has a role as an Aspergillus metabolite. It is a dihydroxybenzoic acid and a member of resorcinols. It derives from an o-orsellinic acid. It is a conjugate acid of a 3,5-dimethylorsellinate.